1-(((3s,4r)-1-((3-cyano-1-azetidinyl)sulfonyl)-4-methyl-3-piperidinyl)carbonyl)-N-(4-(trifluoromethyl)benzyl)-D-prolinamide C(#N)C1CN(C1)S(=O)(=O)N1C[C@H]([C@@H](CC1)C)C(=O)N1[C@H](CCC1)C(=O)NCC1=CC=C(C=C1)C(F)(F)F